C1(CC1)CC1=C(C(=NN1C=1SC=C(N1)C(=O)O)C1=CC(=CC=C1)OC(C)C)CC1=CC=C(C=C1)S(N)(=O)=O 2-(5-(cyclopropylmethyl)-3-(3-isopropoxyphenyl)-4-(4-sulfamoylbenzyl)-1H-pyrazol-1-yl)thiazole-4-carboxylic acid